NC1=NC=CC2=CC(=CC=C12)CNC(=O)C=1SC(=C(C1)Cl)CNCC1=CC=C(C=C1)S(=O)(=O)C N-[(1-Aminoisoquinolin-6-yl)methyl]-4-chloro-5-({[(4-methanesulfonylphenyl)methyl]amino}methyl)thiophene-2-carboxamide